NC1=CC=CC(=N1)N1C[C@@H](CCC1)C(=O)OCC Ethyl (R)-1-(6-aminopyridin-2-yl)piperidine-3-carboxylate